NN1C=NC(=C2N3C(N=C12)N(C(N3C)=O)CCN3CCN(CC3)C3=CC=C(C=C3)OCCOC)C=3OC(=CC3)C3CC3 5-Amino-8-(5-cyclopropyl-2-furyl)-3-[2-[4-[4-(2-methoxyethoxy)phenyl]piperazin-1-yl]ethyl]-1-methyl-[1,2,4]triazolo[5,1-f]purin-2-one